CC(C)C1=NC=CC(=N1)N1CCC(CC1)CN1N=CC=CC1=O 2-[[1-(2-propan-2-ylpyrimidin-4-yl)piperidin-4-yl]methyl]pyridazin-3-one